FC1=CC=C(C=C1)C1=CC=CC(=N1)C1=NN(C=C1)C 6-(4-fluorophenyl)-2-(1-methyl-1H-pyrazol-3-yl)pyridin